4-pentylbenzotriazole C(CCCC)C1=CC=CC=2NN=NC21